C(C1=CC=CC=C1)C=1N=C2N(C=CC(=C2)C(=O)NCC2CCCCCC2)C1 2-Benzyl-N-(cycloheptylmethyl)imidazo[1,2-a]pyridine-7-carboxamide